2,6-dioctyl-4,8-bis(triisopropylsilylethynyl)benzo[1,2-b:4,5-b']dithiophene C(CCCCCCC)C1=CC=2C(S1)=C(C1=C(SC(=C1)CCCCCCCC)C2C#C[Si](C(C)C)(C(C)C)C(C)C)C#C[Si](C(C)C)(C(C)C)C(C)C